(M)-2-(4-(4-(aminomethyl)-1-oxo-1,2-dihydrophthalazin-6-yl)-1-methyl-1H-pyrazol-5-yl)-3-chloro-1-naphthonitrile NCC1=NNC(C2=CC=C(C=C12)C=1C=NN(C1C1=C(C2=CC=CC=C2C=C1Cl)C#N)C)=O